FC(C1=CC=C(OC2CNC2)C=C1)(F)F 3-[4-(Trifluoromethyl)phenoxy]azetidine